C(C)(C)(C)OC(=O)N1[C@@H]([C@H]2[C@H]3C(C[C@@H]([C@H]2C1)C3)=C)C(=O)O (1S,2S,3S,6R,7S)-4-(tert-butoxycarbonyl)-9-methylidene-4-azatricyclo[5.2.1.0^{2,6}]decane-3-carboxylic acid